FC(S(=O)(=O)OC1=C(C(N(C(=C1)C)C1=CC(=NC=C1C)C1=C(C(=CC=C1)C(N(C)C)=O)F)=O)Cl)(F)F (rac)-3-chloro-2'-(3-(dimethylcarbamoyl)-2-fluorophenyl)-5',6-dimethyl-2-oxo-2H-[1,4'-bipyridin]-4-yl trifluoromethanesulfonate